3-Nitrooxy-propyl propionate C(CC)(=O)OCCCO[N+](=O)[O-]